methyl trifluoromethacrylate FC(C(C(=O)OC)=C)(F)F